C1(=CC=CC=C1)C1=NN(C=C1)C1=NC=2N(C(=C1)N1CCOCC1)N=C(C2)C=2C=NC=CC2 4-[5-(3-phenylpyrazol-1-yl)-2-(3-pyridyl)pyrazolo[1,5-a]pyrimidin-7-yl]morpholine